C(C)N(C1=CC(=C(C=C1)C1(OC(=O)C2=CC=CN=C12)C1=C(N(C2=CC=CC=C12)CC)C)C)CC 3-(4-diethylamino-2-methylphenyl)-3-(1-ethyl-2-methylindol-3-yl)-4-azaphthalide